[N+](=O)([O-])C1=C2C=CC=NC2=C(C=C1)OC[C@@]1(N(CCC1)C(C(C)C)=O)C(=O)[O-] ((5-Nitrochinolin-8-yl)oxy)methyl-isobutyryl-L-prolinat